FC=1C(=CC(=NC1)N)C 5-fluoro-4-methylpyridin-2-amine